CC(C)CCC[C@@H](C)[C@H]1CC[C@H]2[C@@H]3CC=C4C[C@H](CC[C@]4(C)[C@H]3CC[C@]12C)OCCCCCCCCO[C@H](CN(C)C)COCCCCCCCC\C=C/C\C=C/CCCCC (2R)-2-((8-[(3beta)-cholest-5-en-3-yloxy]octyl)oxy)-N,N-dimethyl-3-[(9Z,12Z)-octadeca-9,12-dien-1-yloxy]propan-1-amine